[Li].ClC1=C(N=NC(=C1)Cl)C(=O)O 4,6-dichloropyridazine-3-carboxylic acid lithium